5-cyclopropyl-3-((2-methyl-1'-(oxetan-3-yl)spiro[isoindoline-1,4'-piperidin]-5-yl)amino)-6-(1-methyl-1H-benzo[d]imidazol-4-yl)pyrazine-2-carboxamide C1(CC1)C=1N=C(C(=NC1C1=CC=CC=2N(C=NC21)C)C(=O)N)NC=2C=C1CN(C3(CCN(CC3)C3COC3)C1=CC2)C